(3-fluorophenyl)(5-phenyl-1,2,4-oxadiazol-3-yl)methanone FC=1C=C(C=CC1)C(=O)C1=NOC(=N1)C1=CC=CC=C1